FC1=NC=CC2=C1C(C1CCC2N1C(=O)OC(C)(C)C)F tert-butyl 1,9-difluoro-6,7,8,9-tetrahydro-5H-5,8-epiminocyclohepta[c]pyridine-10-carboxylate